O1COC2=C1C=CC(=C2)NC2=NC=C(C(=N2)N2N=CC(=C2)C(=O)NC(CO)C2=CC(=CC=C2)Cl)C 1-(2-(benzo[d][1,3]dioxol-5-ylamino)-5-methylpyrimidin-4-yl)-N-(1-(3-chlorophenyl)-2-hydroxyethyl)-1H-pyrazole-4-carboxamide